(R)-alpha-fluorophenylethanol F[C@@](C)(O)C1=CC=CC=C1